tert-butyl 3-(2,3-dihydro-1H-pyrrolo[1,2-a]indole-9-carboxamido)-9-azabicyclo[3.3.1]nonane-9-carboxylate C1CCN2C1=C(C=1C=CC=CC21)C(=O)NC2CC1CCCC(C2)N1C(=O)OC(C)(C)C